C(C)OC(CC1=CC(=CC(=C1)F)Br)=O (3-bromo-5-fluorophenyl)acetic acid ethyl ester